(E,2S,3R)-2-aminotricosane-4-ene-1,3-diol N[C@@H](CO)[C@@H](\C=C\CCCCCCCCCCCCCCCCCC)O